C1[C@H]([C@@H]([C@H]([C@@H](O1)O[C@@H]2COC([C@@H]([C@H]2O)O)O)O)O)O The molecule is a glycosylxylose that is D-xylopyranose having a beta-D-xylopyranosyl residue attached at position 4 via a glycosidic bond. It has a role as a bacterial metabolite.